1-(5-(4-(4-chloro-2-fluorophenyl)piperazin-1-yl)-1,3-dimethyl-1H-pyrazol-4-yl)-N4,N4-dimethylbenzene-1,4-disulfonamide ClC1=CC(=C(C=C1)N1CCN(CC1)C1=C(C(=NN1C)C)C1(CC=C(C=C1)S(=O)(=O)N(C)C)S(=O)(=O)N)F